C1(CCC1)CN[C@H]1CN(CCC1)C1=CC=C(N=N1)C(C)N1N=NC(=C1)C=1N=C2N(C(C1)=O)C=CC=C2 2-[1-[1-[6-[(3R)-3-(cyclobutylmethylamino)-1-piperidyl]pyridazin-3-yl]ethyl]triazol-4-yl]pyrido[1,2-a]pyrimidin-4-one